7-(4-(6-fluoro-1-methyl-1H-indazol-7-yl)cyclohex-3-en-1-yl)-3-methylpyrido[2,3-b]pyrazin-6(5H)-one FC1=CC=C2C=NN(C2=C1C1=CCC(CC1)C1=CC=2C(=NC(=CN2)C)NC1=O)C